COC=1C=C(C(=O)N/N=C(\C)/C2=NC=CC=C2)C=CC1 (E)-3-methoxy-N'-(1-(pyridin-2-yl)ethylidene)benzohydrazide